benzofuran-2-ylboronic acid O1C(=CC2=C1C=CC=C2)B(O)O